C[C@H]1N([C@H](CN(C1)C=1OC2=C(N1)C=CC(=C2)C(F)(F)F)C)C(=O)OC2CC1(CN(C1)CC1=CC=CC=C1)C2 2-benzyl-2-azaspiro[3.3]heptan-6-yl (2R,6S)-2,6-dimethyl-4-[6-(trifluoromethyl)-1,3-benzoxazol-2-yl]piperazine-1-carboxylate